4-((6-bromo-3-fluoropyridin-2-yl)oxy)piperidine-1-carboxylic acid tert-butyl ester C(C)(C)(C)OC(=O)N1CCC(CC1)OC1=NC(=CC=C1F)Br